tert-butyl ((1S,2S)-2-((1-(4-fluoro-3-(trifluoromethyl)phenyl)cyclopropyl)amino)cyclopentyl)carbamate FC1=C(C=C(C=C1)C1(CC1)N[C@@H]1[C@H](CCC1)NC(OC(C)(C)C)=O)C(F)(F)F